6-[5-({[(1S,2S)-2-(4-fluoro-phenyl)cyclopropyl]methyl}-carbamoyl)-6-methoxypyridin-3-yl]-N-methyl-1H-indazole-3-carboxamide FC1=CC=C(C=C1)[C@@H]1[C@H](C1)CNC(=O)C=1C=C(C=NC1OC)C1=CC=C2C(=NNC2=C1)C(=O)NC